2-(3,4-dichlorophenyl)-6-[[3-(difluoromethyl)-6,7-dihydro-4H-pyrano[4,3-c]pyrazol-2-yl]methyl]-1-ethyl-4-oxo-pyridine-3-carboxylic acid ClC=1C=C(C=CC1Cl)C=1N(C(=CC(C1C(=O)O)=O)CN1N=C2C(=C1C(F)F)COCC2)CC